(E)-N-(3-bromo-2,5-difluorophenyl)-2-(hydroxyimino)acetamide BrC=1C(=C(C=C(C1)F)NC(/C=N/O)=O)F